tributyl-octylphosphonium C(CCC)[P+](CCCCCCCC)(CCCC)CCCC